calcium-aluminum water O.[Al].[Ca]